C(CCCCCCC\C=C/CCCCCCCC)OC(CN(C(CCOCCOCCOCCOCCO)=O)CCCCCCCC)COCCCCCCCC\C=C/CCCCCCCC N-[2,3-bis[(Z)-octadec-9-enoxy]propyl]-3-[2-[2-[2-(2-hydroxyethoxy)ethoxy]ethoxy]ethoxy]-N-octyl-propanamide